FC=1C(=C(C=NO)C(=CC1)F)CN1CCCC1 3,6-difluoro-2-(pyrrolidin-1-ylmethyl)benzaldehyde oxime